(E)-3-(6-methoxypyridin-3-yl)acrylic acid tert-butyl ester C(C)(C)(C)OC(\C=C\C=1C=NC(=CC1)OC)=O